[N+](#[C-])CCOS(=O)(=O)C1=CC=C(C)C=C1.FC1=CC=C(CC2=CC3=C(OCCN3C(CN3[C@H](CN[C@@H](C3)C)CN3[C@@H](COCC3)C)=O)N=C2C)C=C1 1-(7-(4-fluorobenzyl)-6-methyl-2,3-dihydro-1H-pyrido[2,3-b][1,4]oxazin-1-yl)-2-((2R,5R)-5-methyl-2-(((R)-3-methylmorpholino)methyl)piperazin-1-yl)ethan-1-one 2-ISOCYANOETHYLTOSYLATE